2-[2-(4-methoxy-pyridin-2-yl)-ethyl]-3H-imidazo[4,5-b]Pyridine COC1=CC(=NC=C1)CCC1=NC=2C(=NC=CC2)N1